METHYL-OCTYNE CARBONATE (methyl-non-2-ynoate) CC(C#CC(=O)O)CCCCC.C(O)(O)=O.CC#CCCCCCC